FP(F)(F)(F)F pentafluoro-λ5-phosphane